CC=1C=C(C=NC1C1=CC(=NC=C1)C)CC(=O)NC1=NC=C(C=C1)C1=NC=CN=C1 2-[5-methyl-6-(2-methylpyridin-4-yl)pyridin-3-yl]-N-[5-(pyrazin-2-yl)pyridin-2-yl]acetamide